[N+](=O)([O-])[N] nitro-Nitrogen